8-(1-{2-[4-(2,3-dimethylphenyl)piperazin-1-yl]-2-oxoethyl}-1,4,5,6-tetrahydrocyclopenta[c]pyrazole-3-carbonyl)-2-methyl-1,3,8-triazaspiro[4.5]dec-1-en-4-one CC1=C(C=CC=C1C)N1CCN(CC1)C(CN1N=C(C2=C1CCC2)C(=O)N2CCC1(C(NC(=N1)C)=O)CC2)=O